ClC=1C=CC(=C(C(=O)OC)C1)NC1=C(C=NC2=CC=C(C=C12)Cl)CN1CCOCC1 methyl 5-chloro-2-[[6-chloro-3-(morpholinomethyl)-4-quinolyl]amino]benzoate